C,3α-acetoxy-7β-methoxymethoxy-5β-cholanic acid methyl ester COC(CC[C@@H](C)[C@H]1CC[C@H]2[C@@H]3[C@H](C[C@@H]4C[C@@H](CC[C@]4(C)[C@H]3CC[C@]12C)OC(C)=O)OCOC)=O